C(C)(C)C=1C(=NNC1C=1C=C(C=2N(C1)N=CN2)C)C2=CN=C(S2)C2CCN(CC2)CCC 5-(4-isopropyl-5-(8-methyl-[1,2,4]triazolo[1,5-a]pyridin-6-yl)-1H-pyrazol-3-yl)-2-(1-propylpiperidin-4-yl)thiazole